α-(3-pyridinylmethyl)-proline N1=CC(=CC=C1)C[C@@]1(NCCC1)C(=O)O